ClC=1C=C(C=2N(C1)C=C(N2)CC(=O)NC=2SC(=CN2)C(F)(F)F)Cl 2-(6,8-dichloroimidazo[1,2-a]pyridin-2-yl)-N-(5-(trifluoromethyl)thiazol-2-yl)acetamide